OC1=CC(=CC(=C1C1CCCC(=C1)C)OP(=O)(C)N[C@@H](C)C(=O)OCC)CCCCC ethyl (((6-hydroxy-5'-methyl-4-pentyl-1',2',3',4'-tetrahydro-[1,1'-biphenyl]-2-yl)oxy)(methyl)phosphoryl)-L-alaninate